2-[4-[(Z)-3-(4-Chlorophenyl)prop-2-enoyl]phenoxy]acetic acid ClC1=CC=C(C=C1)\C=C/C(=O)C1=CC=C(OCC(=O)O)C=C1